4-((Pyridin-4-ylmethoxy)methyl-d2)piperidine-1-carboxylate N1=CC=C(C=C1)COC(C1CCN(CC1)C(=O)[O-])([2H])[2H]